(1R,2R)-2-[3-{[2,6-dimethyl-4-(2-phenylethoxy)benzoyl]amino}-4-(trifluoromethyl)phenyl]-1-methylcyclopropanecarboxylic acid CC1=C(C(=O)NC=2C=C(C=CC2C(F)(F)F)[C@@H]2[C@@](C2)(C(=O)O)C)C(=CC(=C1)OCCC1=CC=CC=C1)C